FC1(CCN(CC1)C1=NC2=CC(=C(C=C2C(=N1)NC1CCN(CC1)C(C)C)OC)C#CCCN1CCCC1)F 2-(4,4-difluoropiperidine-1-yl)-N-(1-isopropylpiperidine-4-yl)-6-methoxy-7-(4-(pyrrolidine-1-yl)but-1-yn-1-yl)quinazolin-4-amine